1,1'-bis[3-(trimethylammonio)propyl]ferrocene dichloride [Cl-].[Cl-].C[N+](CCC[C-]1C=CC=C1)(C)C.[C-]1(C=CC=C1)CCC[N+](C)(C)C.[Fe+2]